N-(4-hydroxybicyclo[2.2.2]octan-1-yl)nicotinamide OC12CCC(CC1)(CC2)NC(C2=CN=CC=C2)=O